ethyl (E)-4-((E)-benzylidene)-2-methyldec-2-enoate C(/C1=CC=CC=C1)=C(\C=C(\C(=O)OCC)/C)/CCCCCC